CCCCC(CC)=O e-heptan-5-one